3-(2-amino-4,5-dimethoxyphenyl)-3-oxopropionitrile NC1=C(C=C(C(=C1)OC)OC)C(CC#N)=O